CO[C@H]1CN(C[C@@H](C1)NC1=NC=C(C=N1)C(F)(F)F)C1=NC2=C(N1C)C=C(C(=C2)NC(C=C)=O)C N-(2-((3R,5R)-3-methoxy-5-((5-(trifluoromethyl)pyrimidin-2-yl)amino)piperidin-1-yl)-1,6-dimethyl-1H-benzo[d]imidazol-5-yl)acrylamide